ClC=1C=CC(=C(C1)C1(CCCC1)C(=O)O)CN1CCN(CC1)C(=O)OC(C(F)(F)F)C(F)(F)F 1-(5-Chloro-2-((4-(((1,1,1,3,3,3-hexafluoropropan-2-yl)oxy)carbonyl)piperazin-1-yl)methyl)phenyl)cyclopentane-1-carboxylic acid